ClC1=NC=C(C(=N1)NC1=CC=CC=C1)C(F)(F)F 2-((2-chloro-5-(trifluoromethyl)pyrimidin-4-yl)amino)benzene